tert-butyl 3-((1-(4-((1r,3r)-3-((5-bromopyridin-2-yl)oxy)cyclobutoxy)but-2-yn-1-yl)piperidin-3-yl)oxy)azetidine-1-carboxylate BrC=1C=CC(=NC1)OC1CC(C1)OCC#CCN1CC(CCC1)OC1CN(C1)C(=O)OC(C)(C)C